FC(C(C(C(C(C(C(C(C(C(C(C(F)(F)F)(F)F)(F)F)(F)F)(F)F)(F)F)(F)F)(F)F)(F)F)(F)F)(F)F)(F)S perfluorododecyl mercaptan